ClC1=CC=C(C=C1)CC(=O)N1C[C@@H](CC[C@@H]1C)C(=O)OC Methyl (3R,6S)-1-(2-(4-chlorophenyl)acetyl)-6-methylpiperidine-3-carboxylate